S1C=C(C=C1)C(=O)NC=1C=C2C(=CNC2=CC1)C1CCN(CC1)CC(C)C 5-(3-thienoyl)amino-3-(1-isobutylpiperidin-4-yl)-1H-indole